FC1=CC(=C(C=C1OC)CC(C)N)OC 1-(4-fluoro-2,5-dimethoxyphenyl)propan-2-amine